3-[3-fluoro-4-[4-[2-[4-[[2-fluoro-6-methoxy-4-(2-methyl-1-oxo-2,7-naphthyridin-4-yl)phenyl]methyl]-1-piperidyl]-2-oxo-ethyl]-1-piperidyl]anilino]piperidine-2,6-dione FC=1C=C(NC2C(NC(CC2)=O)=O)C=CC1N1CCC(CC1)CC(=O)N1CCC(CC1)CC1=C(C=C(C=C1OC)C1=CN(C(C2=CN=CC=C12)=O)C)F